C1(NC(C[C@@H]2N1CCC2)=O)=O (4aR)-Hexahydropyrrolo[1,2-c]pyrimidine-1,3-dione